tert-butyl ((R)-1-(5-((7R,14R)-1-chloro-6-(methyl-d3)-5-oxo-5,6,7,14-tetrahydro-7,14-methanobenzo[f]benzo[4,5]imidazo[1,2-a][1,4]diazocin-11-yl)pyrimidin-2-yl)pyrrolidin-3-yl)carbamate ClC1=CC=CC=2C(N([C@H]3C=4N([C@@H](C21)C3)C3=C(N4)C=CC(=C3)C=3C=NC(=NC3)N3C[C@@H](CC3)NC(OC(C)(C)C)=O)C([2H])([2H])[2H])=O